CSC1=CC=C(C=C1)C1=NOC(=C1)NC1=NC(=NC=C1)N1CCOCC1 3-(4-(methylthio)phenyl)-N-(2-morpholinopyrimidin-4-yl)isoxazol-5-amine